N1=C(C=CC=C1)C1(CCOC2(CCCC2)C1)O 9-(Pyridin-2-yl)-6-oxaspiro[4.5]decan-9-ol